3-[2-[3-[[(2S,3S)-1-tert-butoxycarbonyl-3-[(1-fluorocyclopropyl)sulfonylamino]-2-piperidinyl]methyl]-2-fluoro-phenyl]-6-fluoro-phenoxy]propionic acid C(C)(C)(C)OC(=O)N1[C@H]([C@H](CCC1)NS(=O)(=O)C1(CC1)F)CC=1C(=C(C=CC1)C1=C(OCCC(=O)O)C(=CC=C1)F)F